ClC1([C@@H](CN(CC1)C1=C(C(=O)NC2=CC(=NC=C2)S(N)(=O)=O)C=C(C=N1)C(F)(F)F)C)Cl |o1:2| (R or S)-2-(4,4-dichloro-3-methylpiperidin-1-yl)-N-(2-sulfamoylpyridin-4-yl)-5-(trifluoro-methyl)nicotinamide